(2S,4R)-1-[(2S)-3,3-dimethyl-2-[4-(5-quinolyl)triazol-1-yl]butanoyl]-4-hydroxy-N-methyl-pyrrolidine-2-carboxamide CC([C@@H](C(=O)N1[C@@H](C[C@H](C1)O)C(=O)NC)N1N=NC(=C1)C1=C2C=CC=NC2=CC=C1)(C)C